6-methylthio-thieno[3,4-b]thiophene-2-carboxylic acid ethyl ester C(C)OC(=O)C1=CC=2C(S1)=C(SC2)SC